(17E)-5,8,15-trimethyl-13-(1-methylpyrrolidin-3-yl)-11-oxa-4,5,8,13,14,20,21-heptazapentacyclo[17.5.2.02,6.012,16.022,26]hexacosa-1(25),2(6),3,12(16),14,17,19,22(26),23-nonaene CN1N=CC=2C=3C=CC=4NN=C(/C=C/C=5C(=NN(C5OCCN(CC12)C)C1CN(CC1)C)C)C4C3